BrC1=CC=C(CN(C(=O)N2[C@H]3[C@@H](N(C[C@@H]2CC3)C(N(C3=CC=CC=C3)C3=CC=CC=C3)=O)C(=O)OCC)C)C=C1 (1R,2R,5S)-ethyl 8-((4-bromobenzyl) (methyl)carbamoyl)-3-(diphenylcarbamoyl)-3,8-diazabicyclo[3.2.1]octane-2-carboxylate